(1S,2R)-2-(difluoromethyl)-N-(8-(methylamino)-5-(pyrazolo[1,5-a]pyridin-2-ylethynyl)-2,7-naphthyridin-3-yl)cyclopropane-1-carboxamide FC([C@H]1[C@H](C1)C(=O)NC=1N=CC2=C(N=CC(=C2C1)C#CC1=NN2C(C=CC=C2)=C1)NC)F